8-amino-6-(2-fluoro-6-methylphenyl)-4-(6-(piperazin-1-yl)pyridin-2-yl)isoquinoline-7-carbonitrile NC=1C(=C(C=C2C(=CN=CC12)C1=NC(=CC=C1)N1CCNCC1)C1=C(C=CC=C1C)F)C#N